E-β-Homotryptophan N[C@@H](CC1=CNC2=CC=CC=C12)CC(=O)O